4-(4-methoxyphenyl)-2-sulfanyl-3,4-dihydro-1H-chromen COC1=CC=C(C=C1)C1CC(OC2=CC=CC=C12)S